OCC(CO)N1C=NC2=C(C1=O)C=C(N=C2C=2C=NC=CC2)C2=CC=C(C=C2)N2CCOCC2 3-(1,3-dihydroxypropan-2-yl)-6-(4-morpholinophenyl)-8-(pyridin-3-yl)pyrido[3,4-d]pyrimidin-4(3H)-one